BrC1=NC=C(C=C1C)OCC1OCC1 2-bromo-3-methyl-5-(oxetan-2-ylmethoxy)pyridine